2,6-di(tert-butyl)phenoxytitanium C(C)(C)(C)C1=C(O[Ti])C(=CC=C1)C(C)(C)C